P(=O)(OC[N+]1=C(C(=CC=C1)C1=CC(=NO1)CC1=CC=C(C=C1)OCC1=CC=NC=C1)N)(O)[O-] (2-amino-3-(3-(4-(pyridin-4-ylmethoxy)benzyl)isoxazol-5-yl)pyridin-1-ium-1-yl)methyl hydrogen phosphate